BrC=1C=C(NC1)C(=O)NC(C(=O)O)C=CC(C)(C)C 2-(4-bromo-2-pyrrolylcarbonylamino)-5,5-dimethyl-3-hexenoic acid